2-chloro-N,3,4-trimethoxy-N-methylbenzamide ClC1=C(C(=O)N(C)OC)C=CC(=C1OC)OC